C12CC(CC(CC1)O2)NC2=NC(=NC=C2C(=O)O)Cl 4-((8-oxabicyclo[3.2.1]oct-3-yl)amino)-2-chloropyrimidine-5-carboxylic acid